4-isopropyl-5-(8-methyl-[1,2,4]triazolo[1,5-a]pyridin-6-yl)-1-(2,2,2-trifluoroethyl)-N-(1-(2,2,2-trifluoroethyl)piperidin-4-yl)-1H-pyrazole-3-carboxamide C(C)(C)C=1C(=NN(C1C=1C=C(C=2N(C1)N=CN2)C)CC(F)(F)F)C(=O)NC2CCN(CC2)CC(F)(F)F